F\C(=C/C1=CC=C(C(=C1N1CC2(CCC1)CCN(CC2)C(=O)OC(C)(C)C)C(F)(F)F)OC2=NC=CC=C2F)\B2OC(C(O2)(C)C)(C)C tert-Butyl (Z)-2-(6-(2-fluoro-2-(4,4,5,5-tetramethyl-1,3,2-dioxaborolan-2-yl)vinyl)-3-((3-fluoropyridin-2-yl)oxy)-2-(trifluoromethyl)phenyl)-2,9-diazaspiro[5.5]undecane-9-carboxylate